(2R,3S,4S)-2-{[4-(trifluoromethyl)phenyl]methyl}pyrrolidine-3,4-diol FC(C1=CC=C(C=C1)C[C@H]1NC[C@@H]([C@H]1O)O)(F)F